ClC1=C(C=CC(=C1)F)C1=CC(OC2=CC(=CC=C12)C[C@@H](C(=O)N1C[C@H](CCC1)C(=O)O)C)=O (S)-1-((S)-3-(4-(2-chloro-4-fluorophenyl)-2-oxo-2H-chromen-7-yl)-2-methylpropanoyl)piperidine-3-carboxylic acid